methacryloyloxy-propyl-methoxydimethyl-silane C(C(=C)C)(=O)OC[Si](C)(OC)CCC